Trans-4-({[2-(trimethylsilyl)ethoxy]carbonyl}amino)cyclohexanecarboxylic acid C[Si](CCOC(=O)N[C@@H]1CC[C@H](CC1)C(=O)O)(C)C